C(C)[Si](OC)(OC)CC diethyldimethoxysilane